6-Bromo-2-[(E)-{[(2S)-2-hydroxybutyl]imino}methyl]pyridine-3-ol BrC1=CC=C(C(=N1)/C=N/C[C@H](CC)O)O